1-(4-(3-isopropyl-2-(8-methoxy-[1,2,4]triazolo[1,5-b]pyridazin-6-yl)-1H-indol-5-yl)piperidin-1-yl)-2-methylpropan-2-ol C(C)(C)C1=C(NC2=CC=C(C=C12)C1CCN(CC1)CC(C)(O)C)C=1C=C(C=2N(N1)N=CN2)OC